tert-butyl 3-((3-chloro-4-(diethylcarbamoyl)phenyl)amino)azetidine-1-carboxylate ClC=1C=C(C=CC1C(N(CC)CC)=O)NC1CN(C1)C(=O)OC(C)(C)C